NC1=C2C(=NC=N1)N(N=C2C2=CC=C(C=C2)OC2=CC=CC=C2)[C@H]2CN(CCC2)C(CCCCCCCSC2=C1C(N(C(C1=CC=C2F)=O)C2C(NC(CC2)=O)=O)=O)=O 4-((8-((R)-3-(4-amino-3-(4-phenoxyphenyl)-1H-pyrazolo[3,4-d]pyrimidin-1-yl)piperidin-1-yl)-8-oxooctyl)thio)-2-(2,6-dioxopiperidin-3-yl)-5-fluoroisoindoline-1,3-dione